CCCCCCCCC(CCCCCCCC)OC(CCCCCCCNCCCOCOCCCNCC)=O 7,9-dioxa-3,13-diaza-heneicosane-21-oic acid heptadec-9-yl ester